C([O-])([O-])=O.C(CCCCCCCCC)[N+](C)(C)CCCCCCCCCC.C(CCCCCCCCC)[N+](CCCCCCCCCC)(C)C N,N-Didecyl-N,N-dimethylammonium carbonat